N1CCC(CC1)CN1CC2(CN(C2)C(=O)OC(C)(C)C)C1 tert-butyl 6-(piperidin-4-ylmethyl)-2,6-diazaspiro[3.3]heptane-2-carboxylate